FC1(C(C(C(C(C1(F)F)(F)F)(F)F)(F)F)(F)F)F perfluoroCyclohexane